ammonium resorcinol C1(O)=CC(O)=CC=C1.[NH4+]